ClC=1C(=CC2=C(N=C(N=C2)SC)N1)C(F)F 7-chloro-6-(difluoromethyl)-2-(methylthio)pyrido[2,3-d]pyrimidine